2-(2-fluoro-4-(3-(1-(5-propylpyrimidin-2-yl)piperidin-4-yl)propoxy)phenyl)ethan-1-one FC1=C(C=CC(=C1)OCCCC1CCN(CC1)C1=NC=C(C=N1)CCC)CC=O